N'-(2,2-dimethylpropyl)(tert-butoxy)carbohydrazide CC(CN(NOC(C)(C)C)C(=O)NN)(C)C